N-(4-fluorophenyl)-1-{1-[3-(trifluoromethyl)-1H-pyrazole-5-carbonyl]-1,2,3,4-tetrahydroquinolin-6-yl}cyclobutane-1-carboxamide FC1=CC=C(C=C1)NC(=O)C1(CCC1)C=1C=C2CCCN(C2=CC1)C(=O)C1=CC(=NN1)C(F)(F)F